C(C)(C)(C)C=1C=C(C=C(C1)C(C)(C)C)N1N=C2C(=N1)C=CC(=C2)Cl 2-(3',5'-di-tert-butylphenyl)-5-chlorobenzotriazole